O=C1NC(CCC1N1C(C2=CC=C(C=C2C1=O)N(C)[C@H]1[C@@H](C2=CC=CC=C2C1)NCC)=O)=O 2-(2,6-dioxopiperidin-3-yl)-5-(((1R,2R)-1-(ethylamino)-2,3-dihydro-1H-inden-2-yl)(methyl)amino)isoindoline-1,3-dione